NC=1C=NC(=C(N1)C1=CC=CC=C1)C=1C=C2C=CC=NC2=C(C1)Cl 3-amino-6-(8-chloroquinolin-6-yl)-5-phenylpyrazine